sodium 4-((4'-(3,3-difluorocyclobutyl)-[1,1'-biphenyl]-4-yl)oxy)-1H-1,2,3-triazole-5-carboxylate monohydrate O.FC1(CC(C1)C1=CC=C(C=C1)C1=CC=C(C=C1)OC=1N=NNC1C(=O)[O-])F.[Na+]